rac-N-((6-cyclopropylimidazo[1,2-a]pyridin-2-yl)methyl)-4-methoxy-2-((1S*,2S*)-2-(4-methylpyrimidin-2-yl)cyclopropyl)quinolin-7-amine C1(CC1)C=1C=CC=2N(C1)C=C(N2)CNC2=CC=C1C(=CC(=NC1=C2)[C@@H]2[C@H](C2)C2=NC=CC(=N2)C)OC |r|